4-(3-aminopiperidin-1-yl)-5-bromo-1H-pyrrolo[2,3-b]pyridin-3-yl-isobutyramide NC1CN(CCC1)C1=C2C(=NC=C1Br)NC=C2C(C(=O)N)(C)C